NC1(C(C=C(C=C1)CCOC)N)O 1-amino-4-(2-methoxyethyl)-aminophenol